Cl.N[C@@H]1C(N(C2=C(OC1)C=CC(=C2)OCC=2N=NN(C2)CC(C)(C)O)C)=O (S)-3-amino-7-((1-(2-hydroxy-2-methylpropyl)-1H-1,2,3-triazol-4-yl)methoxy)-5-methyl-2,3-dihydrobenzo[b][1,4]oxazepin-4(5H)-one hydrochloride